C(C1=CC=CC=C1)N1N=CC2=C(C=C(C=C12)C1=CN(C2=C(N=CC=C21)O)C)NS(=O)(=O)C2CC2 N-(1-benzyl-6-(7-hydroxy-1-methyl-1H-pyrrolo[2,3-c]pyridin-3-yl)-1H-indazol-4-yl)cyclopropane-sulfonamide